(4-((5-((3S,4S)-4-amino-3-methyl-2-oxa-8-azaspiro[4.5]decan-8-yl)-6-(hydroxymethyl)-3-methylpyrazin-2-yl)thio)-3-chloropyridin-2-yl)azetidine-3-carbonitrile N[C@@H]1[C@@H](OCC12CCN(CC2)C=2N=C(C(=NC2CO)SC2=C(C(=NC=C2)N2CC(C2)C#N)Cl)C)C